ClC=1C=C(C(=NC1)OC(F)F)C=1N(C(=NC1)C1=C(C=CC=C1F)F)C 5-chloro-2-(difluoromethoxy)-3-[2-(2,6-difluorophenyl)-3-methyl-imidazol-4-yl]pyridine